CC=1NC=C(C1C(=O)[O-])C 2,4-dimethyl-3-pyrrolecarboxylate